CN[C@@H]1CCCC[C@H]1NC (1R,2R)-N,N'-diMethyl-1,2-cyclohexanediamine